N,N'-(2-chloro-2'-methyl-[1,1'-biphenyl]-3,3'-diyl)bis(5-(((2-hydroxyethyl)amino)methyl)-4-methoxypicolinamide) ClC1=C(C=CC=C1NC(C1=NC=C(C(=C1)OC)CNCCO)=O)C1=C(C(=CC=C1)NC(C1=NC=C(C(=C1)OC)CNCCO)=O)C